(3R)-N-{(1S)-1-[(3,5-Dimethylpiperidin-1-yl)methyl]-2-methylpropyl}-7-hydroxy-1,2,3,4-tetrahydroisoquinoline-3-carboxamide CC1CN(CC(C1)C)C[C@H](C(C)C)NC(=O)[C@@H]1NCC2=CC(=CC=C2C1)O